NC(CO)C1=CC=C(C=C1)Br 2-amino-2-(4-bromophenyl)ethanol